FC(C(C(F)(F)F)(O)CNC1=NC(=NC=C1F)C1=NN(C(=C1)C1=NOC=C1)CC1=C(C=CC=C1)F)(F)F 1,1,1,3,3,3-hexafluoro-2-[[[5-fluoro-2-[1-[(2-fluorophenyl)methyl]-5-(1,2-oxazol-3-yl)pyrazol-3-yl]pyrimidin-4-yl]amino]methyl]propan-2-ol